C(C)(C)(C)C1=CC=C(N=N1)NC1=CC(=C(N=N1)C(=O)NC([2H])([2H])[2H])NC1=NC=CC=C1S(=O)(=O)C 6-[(6-tert-butylpyridazin-3-yl)amino]-4-[(3-methanesulfonylpyridin-2-yl)amino]-N-(2H3)methylpyridazine-3-carboxamide